FC(C1=C2C=CN(C2=CC(=C1)[C@@H](C)N[S@](=O)C(C)(C)C)COCC[Si](C)(C)C)F (R)-N-[(1R)-1-[4-(difluoromethyl)-1-(2-trimethylsilylethoxymethyl)indol-6-yl]ethyl]-2-methyl-propane-2-sulfinamide